(2,4-dichlorophenyl)-5-(ethoxycarbonyl)-5-methyl-2-pyrazoline-3-carboxylic acid ClC1=C(C=CC(=C1)Cl)N1N=C(CC1(C)C(=O)OCC)C(=O)O